6-Chloro-7-(4-(6,6-dimethylmorpholin-3-yl)phenyl)-3-((4-hydroxy-1-(1-methylcyclopropane-1-carbonyl)piperidin-4-yl)methyl)-3,7-dihydro-4H-pyrrolo[2,3-d]pyrimidin-4-one ClC1=CC2=C(N=CN(C2=O)CC2(CCN(CC2)C(=O)C2(CC2)C)O)N1C1=CC=C(C=C1)C1NCC(OC1)(C)C